(R)-3-((R)-5H-imidazo[5,1-a]isoindol-5-yl)tetrahydro-2H-pyran-3-ol C=1N=CN2C1C1=CC=CC=C1[C@@H]2[C@]2(COCCC2)O